FC1(CC(C1)C1=NNC(=N1)C1CC2(CN(C2)C(=O)N2CC3(C2)CC(C3)CC3=CC=C(C=C3)S(=O)(=O)C)C1)F [6-[3-(3,3-difluorocyclobutyl)-1H-1,2,4-triazol-5-yl]-2-azaspiro[3.3]heptan-2-yl]-[6-(4-mesyl-benzyl)-2-azaspiro[3.3]heptan-2-yl]methanone